(E)-N-(cyclopentylmethylene)-2-methylpropane-2-sulfinamide C1(CCCC1)\C=N\S(=O)C(C)(C)C